(S)-benzyl 2-(2-((tert-butoxycarbonyl)amino)-4-methylpentanoyl)hydrazinecarboxylate C(C)(C)(C)OC(=O)N[C@H](C(=O)NNC(=O)OCC1=CC=CC=C1)CC(C)C